FC(OC1=C(C=NC(=C1)C)NC(N(C1CCN(CC1)C1COC1)C1=C(C=CC=C1)C(C)C)=O)F 3-(4-(difluoromethoxy)-6-methylpyridin-3-yl)-1-(2-isopropylphenyl)-1-(1-(oxetan-3-yl)piperidin-4-yl)urea